C(CCCCCCCCCCC)SCC1(CC(=CC=C1O)CSCCCCCCCCCCCC)C 2,4-bis-[(laurylthio)methyl]-o-cresol